tri-ethoxysilyl-propylamine C(C)O[Si](OCC)(OCC)NCCC